NCCNC1=NC(=C2C(=N1)N(N=C2)C)NCC2=CC(=C(C=C2)F)Cl N6-(2-aminoethyl)-N4-[(3-chloro-4-fluorophenyl)methyl]-1-methyl-1H-pyrazolo[3,4-d]pyrimidine-4,6-diamine